C(C1=CC=CC=C1)(=O)NC=1SC=C(C1C(=O)[O-])C1CCC2=CC=CC=C12 2-benzamido-4-(2,3-dihydro-1H-inden-1-yl)thiophene-3-carboxylate